4-bromo-N-[6-(5-chloro-1,3-benzoxazol-2-yl)spiro[3.3]heptane-2-yl]furan-2-carboxamide hexafluorophosphate F[P-](F)(F)(F)(F)F.BrC=1C=C(OC1)C(=O)NC1CC2(C1)CC(C2)C=2OC1=C(N2)C=C(C=C1)Cl